ClC=1C=CC2=C([C@@H](C[C@@H](O2)C(=O)NC23CC(C2)(C3)NC(CO[C@@H]3C[C@@H](C3)OC(F)(F)F)=O)O)C1 (2R,4R)-6-chloro-4-hydroxy-N-[3-(2-{[cis-3-(trifluoromethoxy)cyclobutyl]oxy}acetamido)bicyclo[1.1.1]pentan-1-yl]-3,4-dihydro-2H-1-benzopyran-2-carboxamide